2-(7-((1S,2R)-2-hydroxycyclopentyl)-6,7-dihydro-5H-pyrrolo[2,3-c]pyridazin-3-yl)-3-methyl-5-(trifluoromethyl)phenol O[C@H]1[C@H](CCC1)N1CCC2=C1N=NC(=C2)C2=C(C=C(C=C2C)C(F)(F)F)O